cis-2-decanal CC(CCCCCCCC)=O